3-(4-((methyl(piperidin-4-yl)amino)methyl)-1-oxoisoindolin-2-yl)piperidine-2,6-dione CN(C1CCNCC1)CC1=C2CN(C(C2=CC=C1)=O)C1C(NC(CC1)=O)=O